FC(CC1=CC=C(C=C1)N1N=C2CCN(CC3C2=C1CCN3C(=O)OC(C)(C)C)C(=O)OCC3=CC=CC=C3)(F)F 7-benzyl 5-(tert-butyl) 2-(4-(2,2,2-trifluoroethyl)phenyl)-3,4,5a,6,8,9-hexahydro-2H-1,2,5,7-tetraazabenzo[cd]azulene-5,7-dicarboxylate